2-chloro-9-acryloyloxy-10-hydroxy-1,4-dihydroanthracene ClC=1CC2=C(C3=CC=CC=C3C(=C2CC1)O)OC(C=C)=O